O[C@H](COC=1C=C(C=CC1)S(=O)(=O)N[C@H](CO)C)CN[C@H]1COC2(C1)CCN(CC2)S(=O)(=O)C2=CC1=C(OCCN1C)N=C2 3-((S)-2-hydroxy-3-((R)-8-(1-methyl-2,3-dihydro-1H-pyrido[2,3-b][1,4]oxazin-7-ylsulfonyl)-1-oxa-8-azaspiro[4.5]dec-3-ylamino)propoxy)-N-((S)-1-hydroxy-propan-2-yl)benzenesulfonamide